tert-butyl (E)-(2-(((2-(4,4-dimethylcyclohexyl)benzo[d]oxazol-6-yl)oxy)methyl)-3-fluoroallyl)carbamate CC1(CCC(CC1)C=1OC2=C(N1)C=CC(=C2)OC\C(\CNC(OC(C)(C)C)=O)=C\F)C